C1=C(C=CC2=CC=CC=C12)OCCCCCCCCCC(C(=O)O)=C 9-(naphthalen-2-yloxy)nonylacrylic acid